tert-butyl (S,E)-7-isobutyl-2-((3-(2-((methoxycarbonyl)amino)-7-oxo-7-(pyrrolidin-1-yl)hept-5-enamido)-2-oxopyridin-1(2H)-yl)methyl)-1H-indole-1-carboxylate C(C(C)C)C=1C=CC=C2C=C(N(C12)C(=O)OC(C)(C)C)CN1C(C(=CC=C1)NC([C@H](CC\C=C\C(N1CCCC1)=O)NC(=O)OC)=O)=O